C(C)(C)C1=C(C=CC=C1)B(O)O 2-isopropyl-phenylboronic acid